(E)-2,3-dibenzyl-1-(phenyl-(benzenesulfinyl))methylene-1H-indene C(C1=CC=CC=C1)C=1\C(\C2=CC=CC=C2C1CC1=CC=CC=C1)=C/S(=O)C1=C(C=CC=C1)C1=CC=CC=C1